(±)-3-piperidinecarboxylic acid ethyl ester C(C)OC(=O)[C@H]1CNCCC1 |r|